O1CCOC2=C1C=CC(=C2)S(=O)(=O)N2CCC(CC2)C(=O)NC=2C=C1C=CN(C1=CC2)CC 1-[(2,3-dihydro-1,4-benzodioxin-6-yl)sulfonyl]-N-(1-ethyl-1H-indol-5-yl)-4-piperidinecarboxamide